(1S,4s)-4-(8-(2-chloro-4,6-difluorophenylamino)-2-((1R,3R,4R)-3-hydroxy-4-methylcyclohexylamino)-9H-purin-9-yl)cyclohexanecarboxamide ClC1=C(C(=CC(=C1)F)F)NC=1N(C2=NC(=NC=C2N1)N[C@H]1C[C@H]([C@@H](CC1)C)O)C1CCC(CC1)C(=O)N